COC1=CC2=C(C3=C1N(C=N3)COCC[Si](C)(C)C)C=C(S2)C(C)=O 1-(4-methoxy-3-(2-(trimethylsilyl)ethoxy)methyl-3H-thieno[3',2':3,4]benzo[1,2-d]imidazol-7-yl)ethan-1-one